C(C)(C)(C)OC(=O)N([C@H](C(=O)O)CC(C)(C)F)C.C(C=C)(=O)NC1=CC=C(C=C1)C1=NN2N=CN=C(C2=C1C1=CC(=C(C(=O)NC2CCC2)C=C1)OC(F)(F)F)N 4-(6-(4-acrylamidophenyl)-4-aminopyrazolo[5,1-f][1,2,4]triazin-5-yl)-N-cyclobutyl-2-(trifluoromethoxy)benzamide (2S)-2-[tert-butoxy-carbonyl-(methyl)amino]-4-fluoro-4-methyl-pentanoate